CN1C=NC=C1B1OC(C)(C)C(C)(C)O1 1-methylimidazole-5-boronic acid pinacol ester